ClC=1C(=C(C=CC1OCC1CC1)C(C)NC=1C2=C(N=CN1)C=CC(=N2)O[C@@H]2CN(CC2)C(=O)OC(C)(C)C)F tert-Butyl (3S)-3-((4-((1-(3-chloro-4-(cyclopropylmethoxy)-2-fluorophenyl)ethyl)amino)pyrido[3,2-d]pyrimidin-6-yl)oxy)pyrrolidine-1-carboxylate